[Si].[O].[Si] silicon oxygen silicon